(5r,8r)-8-(8'-chloro-4'H,6'H-spiro[1,3-dioxolane-2,5'-[1,2,4]triazolo[4,3-a][1]benzazepin]-1'-yl)-2-(propan-2-yl)-2-azaspiro[4.5]decan-1-one ClC=1C=CC2=C(CC3(CC=4N2C(=NN4)C4CCC2(CCN(C2=O)C(C)C)CC4)OCCO3)C1